C(=C)C1=NC=CC(=N1)N1CC(C1)O 1-(2-vinylpyrimidin-4-yl)azetidin-3-ol